N-[Dimethyl(oxo)-λ6-sulfanylidene]-5-methyl-2-[[4-[1-methyl-4-(4-pyridyl)pyrazol-3-yl]phenoxy]methyl]quinoline-3-carboxamide CS(=NC(=O)C=1C(=NC2=CC=CC(=C2C1)C)COC1=CC=C(C=C1)C1=NN(C=C1C1=CC=NC=C1)C)(=O)C